(3R)-3-[(S)-hydroxy(phenyl)methyl]-3,4-dihydro-1H-pyrido[2,3-b]pyrazin-2-one O[C@H]([C@@H]1C(NC2=C(N1)N=CC=C2)=O)C2=CC=CC=C2